NCCOCCOCCNC(=O)NCC=1C=C2CN(C(C2=CC1)=O)C1C(NC(CC1)=O)=O 1-[2-[2-(2-Aminoethoxy)ethoxy]ethyl]-3-[[2-(2,6-dioxo-3-piperidyl)-1-oxo-isoindolin-5-yl]methyl]urea